2-amino-4H-1,3-benzothiazine NC=1SC2=C(CN1)C=CC=C2